CN1C=C(C=2C1=NC=C(C2)NC(C=C)=O)C#CC=2N=CN(C2)C N-(1-Methyl-3-((1-methyl-1H-imidazol-4-yl)ethynyl)-1H-pyrrolo[2,3-b]pyridin-5-yl)acrylamide